(2-Fluoroaziridin-1-yl)-N-(3-phenylpropyl)-1H-benzo[d]imidazole-1-carboxamide FC1N(C1)C1=NC2=C(N1C(=O)NCCCC1=CC=CC=C1)C=CC=C2